3-[4-[[4-(phenoxymethyl)triazol-1-yl]methyl]phenyl]-5-(trifluoromethyl)-1,2,4-oxadiazole O(C1=CC=CC=C1)CC=1N=NN(C1)CC1=CC=C(C=C1)C1=NOC(=N1)C(F)(F)F